binaphthol phosphonate P(O)(O)=O.C=1(C(=CC=C2C=CC=CC12)O)C1=CC=CC2=CC=CC=C12